ONC=1C(C2=CC=CC=C2C1N=O)=NO N-[2-(hydroxyamino)-3-nitrosoinden-1-ylidene]hydroxylamine